ClC1=NC(=C2C(=N1)N(N=C2C)C2OCCCC2)NCCN(CCO)C 2-[(2-[[6-chloro-3-methyl-1-(oxan-2-yl)pyrazolo[3,4-d]pyrimidin-4-yl]amino]ethyl)(methyl)amino]ethanol